OC1=C(C(=CC(=C1S(=O)(=O)NC(=O)C1OCC1)CCCCC)O)C1=C(C=CC(=C1)C)C(=C)C N-((2,6-dihydroxy-5'-methyl-4-pentyl-2'-(prop-1-en-2-yl)-[1,1'-biphenyl]-3-yl)sulfonyl)oxetane-2-carboxamide